BrC1=C(C=C(C=C1)C(C(=O)N)CCl)Cl (4-Bromo-3-chloro-phenyl)-3-chloro-propionamide